hydroxyisoflavanone OC1OC2=CC=CC=C2C(C1C1=CC=CC=C1)=O